2-{1-[(2-Amino-9H-purin-6-yl)amino]ethyl}-3-(6-chloro-5-methylpyridin-3-yl)-6-methyl-4H-pyrido[1,2-a]pyrimidin-4-one Trifluoroacetic Acid Salt FC(C(=O)O)(F)F.NC1=NC(=C2N=CNC2=N1)NC(C)C=1N=C2N(C(C1C=1C=NC(=C(C1)C)Cl)=O)C(=CC=C2)C